1,1'-(1,4-phenylene)bis(3-(3-(triethoxysilyl)propyl)urea) C1(=CC=C(C=C1)NC(=O)NCCC[Si](OCC)(OCC)OCC)NC(=O)NCCC[Si](OCC)(OCC)OCC